1-N-hexadecyl-2-pyrrolidone C(CCCCCCCCCCCCCCC)N1C(CCC1)=O